COC1=CC(N(S1(=O)=O)C(C(=O)O)CCCC)=O (5-methoxy-1,1-dioxido-3-oxoisothiazol-2(3H)-yl)hexanoic acid